(R)-N-(4-([1,2,4]triazolo[1,5-a]pyridin-7-yloxy)-2-fluoro-5-methylphenyl)-5-((3,3-difluoro-1-methylpiperidin-4-yl)oxy)-7-methoxyquinazolin-4-amine N=1C=NN2C1C=C(C=C2)OC2=CC(=C(C=C2C)NC2=NC=NC1=CC(=CC(=C21)O[C@H]2C(CN(CC2)C)(F)F)OC)F